tert-Butyl methyl[(5-oxo-1-{[1-(trifluoromethyl)cyclopropyl]methyl}-4,5-dihydro-1H-pyrazol-3-yl)methyl]carbamate CN(C(OC(C)(C)C)=O)CC1=NN(C(C1)=O)CC1(CC1)C(F)(F)F